C(C)(=O)[O-].[K+].BrC1=C(C=C(C=C1)C(F)(F)F)CBr 1-bromo-2-(bromomethyl)-4-(trifluoromethyl)benzene potassium acetate